pyridoxal phosphate glutamate N[C@@H](CCC(=O)O)C(=O)O.P(=O)(O)(O)O.N1=C(C)C(O)=C(C=O)C(CO)=C1